C12CCCC(CCC1)C2 bicyclo-[3.3.1]Nonane